ClC=1C(=C2C=NNC2=C(C1F)N(C)C1CC1)C=1N=CC=2N(C1)C=C(N2)NC(=O)[C@H]2[C@@H](C2)F (1S,2R)-N-(6-(5-chloro-7-(cyclopropyl-(methyl)amino)-6-fluoro-1H-indazol-4-yl)imidazo[1,2-a]pyrazin-2-yl)-2-fluorocyclopropane-1-carboxamide